tert-butyl 3-{5-[(1S,2S)-2-fluorocyclopropyl]-1,2,4-oxadiazol-3-yl}-3-methylpyrrolidine-1-carboxylate F[C@@H]1[C@@H](C1)C1=NC(=NO1)C1(CN(CC1)C(=O)OC(C)(C)C)C